FC1(CCN(CC1)C=1N=C(C=C2C=CC=NC12)C=1OC(=NN1)C1=C(C=C(C=C1)I)N1CCC2(CC2)CC1)F (8-(4,4-difluoropiperidin-1-yl)-1,7-naphthyridin-6-yl)-5-(4-iodo-2-(6-azaspiro[2.5]oct-6-yl)phenyl)-1,3,4-oxadiazole